(7-(4-(2-(dimethylamino)ethyl)benzyl)-2-(ethoxymethyl)-4-(tritylamino)-1H-imidazo[4,5-c]quinolin-1-yl)-2-methylpropan-2-ol CN(CCC1=CC=C(CC=2C=CC=3C4=C(C(=NC3C2)NC(C2=CC=CC=C2)(C2=CC=CC=C2)C2=CC=CC=C2)N=C(N4CC(C)(O)C)COCC)C=C1)C